CN1N=CC(=C1)C=1C(=NC(=NC1)NC1=CC(=CC=C1)C(F)(F)F)NC1=CC=C2CCNCC2=C1 (1-methyl-1H-pyrazol-4-yl)-N4-(1,2,3,4-tetrahydroisoquinolin-7-yl)-N2-(3-(trifluoromethyl)phenyl)pyrimidine-2,4-diamine